COC[C@@H]1N(CCC1)N=C1CN(C1)C(=O)OC(C)(C)C tert-butyl (R)-3-((2-(methoxymethyl)pyrrolidin-1-yl)imino)azetidine-1-carboxylate